N-(3-fluoro-4-methoxybenzyl)-7-phenylhept-6-ynamide FC=1C=C(CNC(CCCCC#CC2=CC=CC=C2)=O)C=CC1OC